BrC1=CC(=C2C=NN(C2=C1)C)C 6-bromo-1,4-dimethyl-1H-indazole